1'-biphenyl-4,4'-diyl bis[bis(2,4-di-tert-butylphenyl) phosphonite] C(C)(C)(C)C1=C(C=CC(=C1)C(C)(C)C)P(OC1=CC=C(C=C1)C1=CC=C(C=C1)OP([O-])(C1=C(C=C(C=C1)C(C)(C)C)C(C)(C)C)C1=C(C=C(C=C1)C(C)(C)C)C(C)(C)C)([O-])C1=C(C=C(C=C1)C(C)(C)C)C(C)(C)C